ClC1=C(C=CC=2N(N=NC21)CCCC=C)C(CC(=O)OCC2=CC=CC=C2)C2=CC=C1CCNCC1=C2 benzyl 3-(4-chloro-1-(pent-4-en-1-yl)-1H-benzo[d][1,2,3]triazol-5-yl)-3-(1,2,3,4-tetrahydroisoquinolin-7-yl)propanoate